CC1=NC=C(N=C1)B1OC(C(O1)(C)C)(C)C 2-methyl-5-(4,4,5,5-tetramethyl-1,3,2-dioxaborolan-2-yl)pyrazine